(4S,4aR,5S,5aR,6S,12aS)-4-(dimethylamino)-3,5,6,10,12,12a-hexahydroxy-6-methyl-1,11-dioxo-4,4a,5,5a-tetrahydrotetracene CN([C@@H]1C(=CC([C@]2(C(=C3C(C4=C(C=CC=C4[C@@]([C@H]3[C@@H]([C@@H]12)O)(C)O)O)=O)O)O)=O)O)C